4-(2,2-dimethyl-propylamino)-2-methylsulfanyl-pyrimidine-5-carboxylic acid ethyl ester C(C)OC(=O)C=1C(=NC(=NC1)SC)NCC(C)(C)C